C(C1=CC=C(C=C1)[2H])(=O)C1=CC=C(OC(C(=O)OC(C)C)(C)C)C=C1 isopropyl 2-(4-(benzoyl-4-d) phenoxy)-2-methylpropionate